4,5-difluoro-dioxolan-2-one FC1OC(OC1F)=O